FC=1C=C2C(=NNC2=C(C1)C#N)C=1CNCCC1 5-fluoro-3-(1,2,5,6-tetrahydropyridin-3-yl)-1H-indazole-7-carbonitrile